COC1=CC=C(COCC(=O)OCC)C=C1 ethyl 2-[(4-methoxybenzyl)oxy]acetate